(1S,2S)-N-(6-(5-chloro-7-(cyanofluoromethyl)-6-fluoro-1H-indazol-4-yl)imidazo[1,2-a]pyrazin-2-yl)-2-fluorocyclopropane-1-carboxamide ClC=1C(=C2C=NNC2=C(C1F)C(F)C#N)C=1N=CC=2N(C1)C=C(N2)NC(=O)[C@H]2[C@H](C2)F